C(C)OC1=CC=C(C=C1)N(S(=O)(=O)C1=C(SC=C1)C(=O)NC1=CC(=CC=C1)C(F)(F)F)C 3-(N-(4-ethoxyphenyl)-N-methylsulfamoyl)-N-(3-(trifluoromethyl)phenyl)thiophene-2-carboxamide